O=C1N(CCC(N1)=O)N1C(C2=CC=C(C=C2C1=O)CN1CCN(CC1)C=1C2=C(N=CN1)SC(=C2)C2=CC=CC=C2)=O 2-(2,4-dioxotetrahydropyrimidin-1(2H)-yl)-5-((4-(6-phenylthieno[2,3-d]pyrimidin-4-yl)piperazin-1-yl)methyl)isoindoline-1,3-dione